α-L-rhamnopyranosyl-(1-6) β-D-glucopyranoside O([C@H]1[C@H](O)[C@@H](O)[C@H](O)[C@H](O1)CO)[C@H]1[C@H](O)[C@H](O)[C@@H](O)[C@@H](O1)C